C(C)(=O)C1=CC=C(C2=C1OC1=C2C=CC=C1C(C)=O)CC 4,6-diacetylethyldibenzofuran